(2R,3S,4R,5R,6S)-5-acetamido-2-(acetoxymethyl)-6-((1R,2R)-1-(2-(2-azidoethoxy)ethoxy)-2-bromo-3-methoxy-2-methyl-3-oxopropoxy)tetrahydro-2H-pyran-3,4-diyl diacetate C(C)(=O)O[C@@H]1[C@H](O[C@H]([C@@H]([C@H]1OC(C)=O)NC(C)=O)O[C@H]([C@@](C(=O)OC)(C)Br)OCCOCCN=[N+]=[N-])COC(C)=O